BrC=1C(=C2C=3C(=NC(=NC3C1F)S(=O)(=O)C)N(CC(CO2)OC2OCCCC2)C2COCC2)Cl 10-Bromo-9-chloro-11-fluoro-2-(methylsulfonyl)-6-((tetrahydro-2H-pyran-2-yl)oxy)-4-(tetrahydrofuran-3-yl)-4,5,6,7-tetrahydro-[1,5]oxazocino[4,3,2-de]quinazoline